N(=[N+]=[N-])[C@](C)(CC)C1=CN=C(C2=CN=C(C=C12)Cl)O[C@@H](CC(C)(C)[S@](=O)(C)=N)C (R)-((R)-4-((4-((R)-2-azidobutan-2-yl)-6-chloro-2,7-naphthyridin-1-yl)oxy)-2-methylpentan-2-yl)(imino)(methyl)-λ6-sulfanone